(S)-5-(5-Ethyl-1,2,4-oxadiazol-3-yl)-N-(2-methylpyridin-4-yl)-2,3-dihydro-1H-inden-1-carboxamid C(C)C1=NC(=NO1)C=1C=C2CC[C@@H](C2=CC1)C(=O)NC1=CC(=NC=C1)C